C(C)(C)(C)OC(=O)N1CCC(CC1)N1N=C2C=CC(=CC2=C1)C1=CC2=CN(N=C2C(=C1)F)C 4-[5-(7-fluoro-2-methyl-indazol-5-yl)indazol-2-yl]piperidine-1-carboxylic acid tert-butyl ester